N-methyl-morpholine N-oxide monohydrate O.C[N+]1(CCOCC1)[O-]